FC1=CC(=C(C(=C1)C1=CC(=NC=C1)OC)NC=1OC(CN1)(C(=O)OCC)C1=NOC=C1)C(C)C ethyl 2-((4-fluoro-2-isopropyl-6-(2-methoxypyridin-4-yl) phenyl) amino)-5-(isoxazol-3-yl)-4,5-dihydrooxazole-5-carboxylate